C([C@@H]1[C@H]([C@H](C(O1)NC(=O)CNC=O)O)O)OP(=O)([O-])[O-] The molecule is dianion of N(2)-formyl-N(1)-(5-phospho-D-ribosyl)glycinamide. It has a role as a human metabolite and a Saccharomyces cerevisiae metabolite. It is a conjugate base of a N(2)-formyl-N(1)-(5-phospho-D-ribosyl)glycinamide.